C(CC)(=O)OC1C2C3C=CCC3C(C1)C2 propanoic acid, 8-tricyclo[5.2.1.0^{2,6}]dec-4-enyl ester